8-(6-chloro-2-(pyridin-4-yl)pyrido[3,4-d]pyrimidin-4-yl)-2,8-diazaspiro[4.5]decane-2-carboxylic acid tert-butyl ester C(C)(C)(C)OC(=O)N1CC2(CC1)CCN(CC2)C=2C1=C(N=C(N2)C2=CC=NC=C2)C=NC(=C1)Cl